CC1=C(C=CC=C1)/C(/C(=O)O)=N/O (Z)-2-methyl-alpha-hydroxyiminophenylacetic acid